ClC=1C(=NC(=NC1)N1CC(NCC1)CC)N1CC(C1)C(=O)NC(C)(C)C1=CN=C2N1C=CC=C2 1-(5-chloro-2-(3-ethylpiperazin-1-yl)pyrimidin-4-yl)-N-(2-(imidazo[1,2-a]pyridin-3-yl)propan-2-yl)azetidine-3-carboxamide